dimethyl (5-(4-cyclopropoxyphenyl)-1,3,4-oxadiazol-2-yl)carbonimidodithioate C1(CC1)OC1=CC=C(C=C1)C1=NN=C(O1)N=C(SC)SC